5-(2,5-dichloropyridin-4-yl)-2-(trifluoromethyl)pyrimidine ClC1=NC=C(C(=C1)C=1C=NC(=NC1)C(F)(F)F)Cl